1-(4-amino-3-methoxyphenyl)-4-methylpiperazin-2-one NC1=C(C=C(C=C1)N1C(CN(CC1)C)=O)OC